DIFLUOROPHOSPHITE P([O-])(F)F